tert-butyl (3-(4-bromo-1-(2,2,2-trifluoroethyl)-1H-indol-2-yl)prop-2-yn-1-yl)(4-(dimethylphosphoryl)benzofuran-7-yl)carbamate BrC1=C2C=C(N(C2=CC=C1)CC(F)(F)F)C#CCN(C(OC(C)(C)C)=O)C1=CC=C(C=2C=COC21)P(=O)(C)C